C1(CC1)N1C(=NC(=C1)C(F)(F)F)C1=CC=C(C=C1)CC=1C=2C(N=C(N1)C=1C(=NC=NC1OC)C1CC1)=NC(C(C2)C=2C=NC=C(C2)F)=O {4-[1-cyclopropyl-4-(trifluoromethyl)imidazol-2-yl]phenyl-methyl}-2-(4-cyclopropyl-6-methoxypyrimidin-5-yl)-6-(5-fluoropyridin-3-yl)pyrido[2,3-d]pyrimidin-7-one